FC1=C2C(=NC=NC2=CC=C1CC(F)(F)F)N1CC2(C1)CCN(CC2)C(=O)OC(C)(C)C tert-Butyl 2-[5-fluoro-6-(2,2,2-trifluoroethyl)quinazolin-4-yl]-2,7-diazaspiro[3.5]nonane-7-carboxylate